1-(5-(4-amino-7-cyclopropyl-7H-pyrrolo[2,3-d]pyrimidin-5-yl)imidazo[1,2-a]pyridin-8-yl)-3-(3-ethylisoxazol-5-yl)-urea NC=1C2=C(N=CN1)N(C=C2C2=CC=C(C=1N2C=CN1)NC(=O)NC1=CC(=NO1)CC)C1CC1